BrC=1C=C2C3(C(N(C2=CC1)C1=CC(=CC=C1)OC(F)F)=O)CC3 5'-bromo-1'-(3-(difluoromethoxy)phenyl)spiro[cyclopropane-1,3'-indolin]-2'-one